BrC1=NN(C=C1C(NC)([2H])[2H])C (3-bromo-1-methyl-1H-pyrazol-4-yl)-N-methyl-methane-d2-amine